C(C)(=O)OOCCCCN(C(C)C)C1=NC(=C(N=C1)C1=CC=CC=C1)C1=CC=CC=C1 {4-[(5,6-diphenylpyrazin-2-yl)(propan-2-yl)amino]butoxy} acetate